COC=1C=C(C=CC1)S(=O)(=O)N[C@H](C(=O)O)CCCCCC(=O)O (S)-2-(3-Methoxy-benzenesulfonylamino)-octanedioic acid